CN1C(C(=CC2=C1N=C(N=C2)NC=2C=NC(=CC2)OCCN2CCNCC2)C2=CC=NC=C2)=O 8-methyl-2-((6-(2-(piperazin-1-yl)ethoxy)pyridin-3-yl)amino)-6-(pyridin-4-yl)pyrido[2,3-d]pyrimidin-7(8H)-one